N-(4-chloro-5-(1-hydroxypropyl)pyridin-2-yl)cyclopropanecarboxamide ClC1=CC(=NC=C1C(CC)O)NC(=O)C1CC1